[Cl-].C(C)S(=O)(=O)OC1=C2C(=CNC2=CC=C1)CC[NH+](CCC)CCC (2-{4-[(ethanesulfonyl)oxy]-1H-indol-3-yl}ethyl)dipropylazanium chloride